Cl.COC1=CC=C(COCC[C@H](N)B2O[C@@]3([C@H](O2)C[C@H]2C([C@@H]3C2)(C)C)C)C=C1 (R)-3-((4-methoxybenzyl)oxy)-1-((3aS,4S,6S,7aR)-3a,5,5-trimethylhexahydro-4,6-methanobenzo[d][1,3,2]dioxaborol-2-yl)propan-1-amine hydrochloride